2-{5-[4-(1,4-diazepane-1-carbonyl)-4-phenylpiperidin-1-yl]pyridazin-3-yl}phenol N1(CCNCCC1)C(=O)C1(CCN(CC1)C=1C=C(N=NC1)C1=C(C=CC=C1)O)C1=CC=CC=C1